C1=2C=CC=CC2C(C1)C(=O)N bicyclo[4.2.0]oct-1(6),2,4-triene-7-carboxamide